(phenyl)(Carbazolylbiphenylyl)(dibenzofuranyl)triazine C1(=CC=CC=C1)C1=C(C(=NN=N1)C1=CC=CC=2OC3=C(C21)C=CC=C3)C3=C(C=CC=C3C3=CC=CC=2C1=CC=CC=C1NC32)C3=CC=CC=C3